4-(4-(2,5-Diazabicyclo[2.2.2]octan-2-yl)-8-fluoro-2-((tetrahydro-1H-pyrrolizin-7a(5H)-yl)methoxy-d2)pyrido[4,3-d]pyrimidin-7-yl)-5-ethynyl-6-fluoronaphthalen-2-ol C12N(CC(NC1)CC2)C=2C1=C(N=C(N2)OC([2H])([2H])C23CCCN3CCC2)C(=C(N=C1)C1=CC(=CC2=CC=C(C(=C12)C#C)F)O)F